BrC=1C=CC=C2C=C(C=NC12)SC 8-bromo-3-(methylthio)quinoline